N1=C(C=C2COCCN21)C(=O)N 6,7-dihydro-4H-pyrazolo[5,1-c][1,4]oxazine-2-carboxamide